2-(2,3,4,5,6-pentafluorophenoxycarbonyl)-1H-indole-5-carbonylphosphonic acid FC1=C(OC(=O)C=2NC3=CC=C(C=C3C2)C(=O)P(O)(O)=O)C(=C(C(=C1F)F)F)F